C1(C(CC2=CC=CC=C12)O)O 1,2-Indanediol